(R)-5-chloro-N-(4-fluoro-3-(3-imino-2,5-dimethyl-1,1-dioxo-1,2,4-thiadiazin-5-yl)phenyl)benzo[d]oxazole-2-carboxamide ClC=1C=CC2=C(N=C(O2)C(=O)NC2=CC(=C(C=C2)F)[C@]2(NC(N(S(C2)(=O)=O)C)=N)C)C1